triisopropyl-Tin acrylate C(C=C)(=O)[O-].C(C)(C)[Sn+](C(C)C)C(C)C